C1(CC1)C#CC1=NN(C2=C1N=NC(=C2)N2CC(C2)[C@@H]2CN(CCC2)CCO)C(C)C=2C=NC(=CC2Cl)Cl 2-[(3R)-3-{1-[3-(cyclopropylethynyl)-1-[1-(4,6-dichloropyridin-3-yl)ethyl]pyrazolo[4,3-c][1,2]diazin-6-yl]azetidin-3-yl}hexahydropyridin-1-yl]ethane-1-ol